3-[5-(4-chloro-3-fluorophenyl)-1,3-oxazol-4-yl]-5-cyclopropyl-2H,3H,5H-pyrrolo[3,2-d]pyrimidin-2-one ClC1=C(C=C(C=C1)C1=C(N=CO1)N1C(N=C2C(=C1)N(C=C2)C2CC2)=O)F